(6-(4-((2-oxa-6-azaspiro[3.3]heptan-6-yl)methyl)phenyl)-4,7-dichloro-2H-indazol-2-yl)-2-((R)-6-fluoro-6,7-dihydro-5H-pyrrolo[1,2-c]imidazol-1-yl)propanoic acid C1OCC12CN(C2)CC2=CC=C(C=C2)C=2C=C(C1=CN(N=C1C2Cl)C(C(=O)O)(C)C2=C1N(C=N2)C[C@@H](C1)F)Cl